4-bromo-1-[2-(methoxymethoxy)-4,6-dimethylphenyl]-1H-pyrazol-3-amine BrC=1C(=NN(C1)C1=C(C=C(C=C1C)C)OCOC)N